3-[3-(2-isopropyl-5-methyl-phenyl)-4-oxo-thiazolidin-2-ylidene]urea C(C)(C)C1=C(C=C(C=C1)C)N1C(SCC1=O)=NC(N)=O